C(C)(C)(C)N1[C@H](C[C@@H](C1)N(C(C(C)C)=O)C1CCC(CC1)(C)C)C 1-(tert-butyl)2-methyl-(2S,4S)-4-(N-(4,4-dimethylcyclohexyl)isobutyramido)pyrrolidine